C(CCCC)C(C(=O)O)CCCCCC 2-amyl-octanoic acid